COC1=CC2=CC(=CC=C2C=C1)O 2-methoxy-7-naphthol